(1S,4R)-(-)-[[(1,1-dimethylethoxy)carbonyl]amino]cyclopent-2-ene-1-carboxylic acid methyl ester COC(=O)[C@]1(C=CCC1)NC(=O)OC(C)(C)C